CC(C)(C)OC(=O)NCCN N-boc-Ethylenediamine